tert-butyl (R)-3-((S)-1-(tert-butoxy)-3-(3-(2-((methylsulfonyl)oxy)ethyl)phenyl)-1-oxopropane-2-yl)pyrrolidine-1-carboxylate C(C)(C)(C)OC([C@@H](CC1=CC(=CC=C1)CCOS(=O)(=O)C)[C@@H]1CN(CC1)C(=O)OC(C)(C)C)=O